C(=O)O.NC(C(=O)O[C@H]1CN[C@@H](C1)C(=O)N1CCN(CC1)C(C1=C(C=C(C=C1)NC=1C=2N(C=CN1)C(=CN2)C2=C(C(=C(C=C2)OC)F)F)C)=O)CCCNC(=N)N [(3R,5S)-5-[4-[4-[[3-(2,3-difluoro-4-methoxy-phenyl)imidazo[1,2-a]pyrazin-8-yl]amino]-2-methyl-benzoyl]piperazine-1-carbonyl]pyrrolidin-3-yl] 2-amino-5-guanidino-pentanoate formate